5-(2-aminoethyl)-6,7-dihydro-4H-pyrazolo[1,5-a]pyrazine-2-carboxylic acid NCCN1CC=2N(CC1)N=C(C2)C(=O)O